C(C)(=O)NC Acetamidomethane